C(C(C(=O)O)(C)C1=CC=C(C=C1)OC1=C(C(=CC=C1)C(C)(C)C)O)C(C(=O)O)(C)C1=CC=C(C=C1)OC1=C(C(=CC=C1)C(C)(C)C)O 2,2'-methylenebis[4-(2-hydroxy-3-tert-butylphenoxy)phenylpropionic acid]